ClC1=C(C(=O)NC2=CC(=CC(=C2)Cl)Cl)C=CC=C1 2-chloro-N-(3,5-dichlorophenyl)benzamide